(S)-1,4-Bis(tert-butoxycarbonyl)piperazine-2-carboxylic acid C(C)(C)(C)OC(=O)N1[C@@H](CN(CC1)C(=O)OC(C)(C)C)C(=O)O